1-(2-(4-methylbenzoyl)-2-azaspiro[3.3]heptan-6-yl)-3-(oxazol-4-ylmethyl)urea CC1=CC=C(C(=O)N2CC3(C2)CC(C3)NC(=O)NCC=3N=COC3)C=C1